(4-(benzyloxy)phenyl)(6-ethyl-5-methyl-5H-pyrrolo[3,2-d]pyrimidin-7-yl)methanone C(C1=CC=CC=C1)OC1=CC=C(C=C1)C(=O)C1=C(N(C2=C1N=CN=C2)C)CC